2-Cyclopentyl-4-(2-(3-fluorophenyl)pyrazolo[1,5-a]pyrimidin-7-yl)benzoic Acid C1(CCCC1)C1=C(C(=O)O)C=CC(=C1)C1=CC=NC=2N1N=C(C2)C2=CC(=CC=C2)F